OCC1CN(C1)C=1C(=C(C(C(=O)OC)=CC1)C(=O)OC)OC dimethyl 4-(3-(hydroxymethyl)azetidin-1-yl)-3-methoxyphthalate